2-(4-(tert-butyl)phenyl)-1H-imidazo[4,5-c]pyridine C(C)(C)(C)C1=CC=C(C=C1)C=1NC2=C(C=NC=C2)N1